6,11-dithioxo-2,15-dioxa-5,7,10,12-tetraazahexadecane S=C(NCCOC)NCCNC(NCCOC)=S